(4-(2-morpholinyl-2-oxoethyl)-2-(piperidin-1-yl)phenyl)-5-(1H-pyrazol-4-yl)furan-2-carboxamide N1(CCOCC1)C(CC1=CC(=C(C=C1)C1=C(OC(=C1)C=1C=NNC1)C(=O)N)N1CCCCC1)=O